tert-butyl 4-(5-cyanopyridin-2-yl)-1,4-diazacycloheptane-1-carboxylate C(#N)C=1C=CC(=NC1)N1CCN(CCC1)C(=O)OC(C)(C)C